(6R)-6-methoxy-N'-((7-(2-methoxypyridin-4-yl)-2,3-dihydro-1H-inden-4-yl)carbamoyl)-6,7-dihydro-5H-pyrazolo[5,1-b][1,3]oxazine-3-sulfonimidamide CO[C@@H]1CN2C(OC1)=C(C=N2)S(=O)(N)=NC(NC2=C1CCCC1=C(C=C2)C2=CC(=NC=C2)OC)=O